Methyl 2-(2,4,5-trifluoro-3-methoxyphenyl)oxazole-4-carboxylate FC1=C(C=C(C(=C1OC)F)F)C=1OC=C(N1)C(=O)OC